(2E,4Z)-Decadienal CCCCC/C=C\C=C\C=O